Cl.Cl.C(N)(=N)C1=C2C=C(NC2=CC(=C1)C(N)=N)C1=CC=CC=C1 4,6-bisamidino-2-phenylindole, dihydrochloride